8-(1-(1-methyl-cyanopropyl)pyrazolyl)-N-(3-(1-acetylpiperazin-4-yl)phenyl)quinazolin-2-amine CC(CCC#N)N1N=C(C=C1)C=1C=CC=C2C=NC(=NC12)NC1=CC(=CC=C1)N1CCN(CC1)C(C)=O